N-(6,7-dichloro-2-(2-hydroxyacetyl)-10-(1H-pyrazol-4-yl)-1,2,3,4-tetrahydropyrazino[1,2-a]indol-9-yl)-2-hydroxyacetamide ClC1=C(C=C(C=2C(=C3N(C12)CCN(C3)C(CO)=O)C=3C=NNC3)NC(CO)=O)Cl